NC=1SC(=C(C1C(=O)OC)Br)C(NC1=C(C=C(C=C1)C)C)=O Methyl 2-amino-4-bromo-5-[(2,4-dimethylphenyl)carbamoyl]thiophene-3-carboxylate